[(2S,3R)-1-[6-[1-(azetidin-3-yl)pyrazol-4-yl]-5-(trifluoromethyl)imidazo[1,2-a]pyrazin-8-yl]-2-methyl-azetidin-3-yl]oxy-tert-butyl-dimethyl-silane N1CC(C1)N1N=CC(=C1)C=1N=C(C=2N(C1C(F)(F)F)C=CN2)N2[C@H]([C@@H](C2)O[Si](C)(C)C(C)(C)C)C